ClC1=C(C=CC(=C1)F)C1=C2C=CC(=NC2=NC=C1)O[C@H](C(=O)N1CCCCC1)C (3S)-1-[(2S)-2-[[5-(2-Chloro-4-fluoro-phenyl)-1,8-naphthyridin-2-yl]oxy]propanoyl]piperidin